pyridin-2-yl-5-Chlorofuran N1=C(C=CC=C1)C=1OC(=CC1)Cl